BrC1=C2C=NN(C2=CC(=C1OC(F)(F)Br)C)C1OCCCC1 4-bromo-5-(bromodifluoromethoxy)-6-methyl-1-(tetrahydro-2H-pyran-2-yl)-1H-indazole